2-((2-fluoro-4-(trifluoromethyl)phenyl)carbamoyl)-6-(4-(piperidin-1-yl)phenyl)cyclohexane-1-carboxylic acid FC1=C(C=CC(=C1)C(F)(F)F)NC(=O)C1C(C(CCC1)C1=CC=C(C=C1)N1CCCCC1)C(=O)O